sodium cysteinate HCL Cl.N[C@@H](CS)C(=O)[O-].[Na+]